[2-(2-Fluorobenzyl)azetidin-1-yl][5-(2-methylprop-1-yloxymethyl)-1-methyl-1H-pyrazol-4-yl]methanone FC1=C(CC2N(CC2)C(=O)C=2C=NN(C2COCC(C)C)C)C=CC=C1